O1COC2=C1C=CC(=C2)S(=O)(=O)NC=2C=C(C(=O)NCC=1C=NC=CC1)C=CC2C 3-(benzo[d][1,3]dioxol-5-sulfonylamino)-4-methyl-N-(pyridin-3-ylmethyl)benzamide